(S)-7-bromo-3-methyl-1-tosyl-1,2,3,4-tetrahydroquinoxaline BrC1=CC=C2N[C@H](CN(C2=C1)S(=O)(=O)C1=CC=C(C)C=C1)C